OC=1C(=C(C(=C(C1)[Ag])O)O)O tetrahydroxyphenyl-silver